2-(2-naphthoyl)-8,8-dimethyl-7-oxo-2-azaspiro[3.5]non-5-ene-6-carbonitrile C1=C(C=CC2=CC=CC=C12)C(=O)N1CC2(C1)C=C(C(C(C2)(C)C)=O)C#N